(3-methyltriazolo[4,5-c]pyridin-6-yl)boronic acid CN1N=NC2=C1C=NC(=C2)B(O)O